N-(5-(4-(2-(2,4-dioxotetrahydropyrimidin-1(2H)-yl)benzyl)piperazin-1-yl)-1-((1s,4s)-4-(hydroxymethyl)cyclohexyl)-1H-benzo[d]imidazol-2-yl)-3-(trifluoromethyl)benzamide O=C1N(CCC(N1)=O)C1=C(CN2CCN(CC2)C2=CC3=C(N(C(=N3)NC(C3=CC(=CC=C3)C(F)(F)F)=O)C3CCC(CC3)CO)C=C2)C=CC=C1